[phenyl-(dimethylfluorenyl)triazinyl](phenyldibenzothiophenyl)benzene C1(=CC=CC=C1)C1=C(C(=NN=N1)C1=C(C=CC=C1)C1=C(C=CC=2SC3=C(C21)C=CC=C3)C3=CC=CC=C3)C3=C(C(=CC=2C1=CC=CC=C1CC32)C)C